2'-iodo-uridine-5'-triphosphate P(O)(=O)(OP(=O)(O)OP(=O)(O)O)OC[C@@H]1[C@H]([C@]([C@@H](O1)N1C(=O)NC(=O)C=C1)(O)I)O